C(=CC1=CC=C(C=C1)CC(C)(O)C)C1=CC=C(C=C1)CC(C)(O)C 1'-(ethene-1,2-diylbis(4,1-phenylene))bis(2-methylpropan-2-ol)